N1(C(C=CC1)C(=O)OC)C(=O)OC(C)(C)C 1-tert-butyl 2-methyl 2,5-dihydropyrrole-1,2-dicarboxylate